3-[N',N''-bis(2-tertbutyloxy-carbonylaminoethyl)guanidino]-N,N-dimyristyl-propionamide C(C)(C)(C)OC(=O)NCCN=C(NCCC(=O)N(CCCCCCCCCCCCCC)CCCCCCCCCCCCCC)NCCNC(=O)OC(C)(C)C